FC=1C=CC2=C(C=C(O2)C(=O)N)C1 5-fluorobenzofuran-2-carboxamide